CO[C@@H]([C@H](NC(C[C@H]1N(C(CC1)=O)CC1=C(C(=CC(=C1)F)F)F)=O)C(=O)OCC(F)(F)F)C 2,2,2-Trifluoroethyl O-methyl-N-(2-((S)-5-oxo-1-(2,3,5-trifluorobenzyl)pyrrolidin-2-yl)acetyl)-L-threoninate